N-(3-aminobenzyl)-4-((5-chloro-4-(1-isopropyl-1H-pyrazol-4-yl)pyrimidin-2-yl)amino)-3-methoxybenzamide NC=1C=C(CNC(C2=CC(=C(C=C2)NC2=NC=C(C(=N2)C=2C=NN(C2)C(C)C)Cl)OC)=O)C=CC1